COC1=CC=C(CN2C=NC3=C2C=CC(=C3)N3CCCCC3)C=C1 1-(4-methoxybenzyl)-5-(piperidin-1-yl)-1H-benzo[d]imidazole